(1R,3S)-3-(5-{6H,7H,8H-indeno[5,4-b]furan-7-amido}-2H-pyrazol-3-yl)cyclopentyl N-isopropylcarbamate C(C)(C)NC(O[C@H]1C[C@H](CC1)C=1NN=C(C1)NC(=O)C1CC=2C=CC=3OC=CC3C2C1)=O